OC1=CC=CC(=N1)N1[C@@H](CCC1)C(=O)OC methyl (6-hydroxypyridin-2-yl)prolinate